tert-butyl (cyclobutylmethyl)((3R)-1-(6-(1-(8-(methylamino)-4-oxo-4H-pyrido[1,2-a]pyrimidine-2-carboxamido)ethyl)pyridazin-3-yl)piperidin-3-yl)carbamate C1(CCC1)CN(C(OC(C)(C)C)=O)[C@H]1CN(CCC1)C=1N=NC(=CC1)C(C)NC(=O)C=1N=C2N(C(C1)=O)C=CC(=C2)NC